CC1=NC=C2N1C=C(C=C2)C2=NC(=NC(=N2)NC(C)(C2=NC=CC=C2)C)N 6-(3-methylimidazo[1,5-a]pyridin-6-yl)-N2-[1-methyl-1-(2-pyridinyl)ethyl]-1,3,5-triazine-2,4-diamine